2-[1-methyl-3-(trifluoromethyl)pyrazol-5-yl]thiophene-5-carbaldehyde CN1N=C(C=C1C=1SC(=CC1)C=O)C(F)(F)F